N1(OCCO1)OC(CCC)=O butyric acid (2,5-dioxapyrrolidin-1-yl) ester